C(C)(C)(C)OC(=O)N1[C@@H](C[C@@H](CC1)CC(=O)OC)C1=CC=CC=C1 |r| rac-(2s,4r)-4-(2-methoxy-2-oxo-ethyl)-2-phenyl-piperidine-1-carboxylic acid tert-butyl ester